NC=1N=CC(=NC1)C=1N=NN(C1NC(O[C@H](C)C=1C(=NC=C(C1)F)F)=O)C (R)-1-(2,5-difluoropyridin-3-yl)ethyl (4-(5-aminopyrazin-2-yl)-1-methyl-1H-1,2,3-triazol-5-yl)carbamate